FC(C1=CC=C(C=N1)OC1CC2(C1)CCN(CC2)C(=O)OC(C)(C)C)(F)F tert-butyl 2-((6-(trifluoromethyl)pyridin-3-yl)oxy)-7-azaspiro[3.5]nonane-7-carboxylate